(S)-6-benzhydryl-11-hydroxy-3-phenyl-5H-imidazo[1,2-a]pyrido[2,1-c]pyrazin-10(6H)-one C(C1=CC=CC=C1)(C1=CC=CC=C1)[C@@H]1N2C(C=3N(C1)C(=CN3)C3=CC=CC=C3)=C(C(C=C2)=O)O